CC=1SC(=C(N1)C)C=1C=CC(N(N1)CC1C(CN(CC1)C=1C2=C(N=CN1)N=CC=C2)F)=O 6-(2,4-dimethyl-1,3-thiazol-5-yl)-2-(3-fluoro-1-pyrido[2,3-d]pyrimidin-4-ylpiperidin-4-yl)methylpyridazin-3-one